CS(=O)(=O)[O-].C(CC)[NH+]1CC(CC1)CC 1-propyl-3-ethylpyrrolidinium methanesulfonate